(3R,3aR,6R,6aR)-3-hydroxy-2,3,3a,5,6,6a-hexahydrofuro[3,2-b]furan O[C@H]1[C@@H]2[C@H](OC1)CCO2